8-hydroxystearic acid anhydride OC(CCCCCCC(=O)OC(CCCCCCC(CCCCCCCCCC)O)=O)CCCCCCCCCC